NC=1C2=C(N=CN1)N(C=C2)C2(C1(CC1CC2O)CCC2=CC=C1C=CC(=NC1=C2)NCC2CC2)O 4-Amino-7H-pyrrolo[2,3-d]pyrimidin-7-yl-1-(2-(2-((cyclopropylmethyl)amino)quinolin-7-yl)ethyl)bicyclo[3.1.0]hexane-2,3-diol